benzyl 2-(methoxymethylene)-7-azaspiro[3.5]nonane-7-carboxylate COC=C1CC2(C1)CCN(CC2)C(=O)OCC2=CC=CC=C2